2-(4'-(6-chloro-2-(((3R,3aR,6R,6aR)-6-hydroxyhexahydrofuro[3,2-b]furan-3-yl)oxy)-1H-benzo[d]imidazol-5-yl)-[1,1'-biphenyl]-4-carboxamido)-N,N,N-trimethylethan-1-aminium ClC=1C(=CC2=C(NC(=N2)O[C@H]2[C@@H]3[C@H](OC2)[C@@H](CO3)O)C1)C1=CC=C(C=C1)C1=CC=C(C=C1)C(=O)NCC[N+](C)(C)C